3-[2-(2-Chloro-6-methylphenyl)ethynyl]azetidine ClC1=C(C(=CC=C1)C)C#CC1CNC1